Benzyl (R)-6-(2-amino-3-phenylpropoxy)quinoline-5-carboxylate dihydrochloride Cl.Cl.N[C@@H](COC1=C(C=2C=CC=NC2C=C1)C(=O)OCC1=CC=CC=C1)CC1=CC=CC=C1